methyl-(R)-1-(3-fluoropyrrolidine-1-carbonyl)cyclopropane CC1(CC1)C(=O)N1C[C@@H](CC1)F